N1CCC(CC1)C(=O)OC(C)(C)C(C)C1=CC=CC2=C(C=CC=C12)Br 1-[1-(5-bromo-1-naphthyl) ethyl]Isopropyl piperidine-4-carboxylate